(S)-3-((((9H-fluoren-9-yl)methoxy)carbonyl)amino)-4-amino-4-oxobutanoic acid C1=CC=CC=2C3=CC=CC=C3C(C12)COC(=O)N[C@@H](CC(=O)O)C(=O)N